C[C@]12[C@H]3CC[C@@]4(C(=CC[C@H]4[C@@H]3CC=C2C[C@H](CC1)NC(CCCCCCCCC(=O)NO)=O)C=1C=NC=CC1)C N1-((3S,8R,9S,10R,13S,14S)-10,13-dimethyl-17-(pyridin-3-yl)-2,3,4,7,8,9,10,11,12,13,14,15-dodecahydro-1H-cyclopenta[a]phenanthren-3-yl)-N10-hydroxydecanediamide